4-(4-(2,7-diazaspiro[4.4]nonan-2-yl)phenyl)thiomorpholine 1,1-dioxide C1N(CCC12CNCC2)C2=CC=C(C=C2)N2CCS(CC2)(=O)=O